C1(CC1)N1C(=NC2=NC=C(C=C21)C=2C=CN1N=CN=C(C12)OCC1(COC1)F)C 1-cyclopropyl-6-(4-((3-fluorooxetan-3-yl)methoxy)pyrrolo[2,1-F][1,2,4]triazin-5-yl)-2-methyl-1H-imidazo[4,5-b]pyridine